ClC1=C(C=NN1CC(C)(O)C)NC1=NC2=CC(=C(C=C2C=N1)Cl)C1CCN(CC1)C1COCC1 1-[5-chloro-4-({6-chloro-7-[1-(oxolan-3-yl)piperidin-4-yl]quinazolin-2-yl}amino)-1H-pyrazol-1-yl]-2-methylpropan-2-ol